O\N=C(\C=1N=CC=NC1)/C1=CC=CC=C1 5-[(E)-(hydroxyimino)(phenyl)methyl]Pyrazine